(1R,3S,4R)-1-(3-(5-fluoropyrimidin-2-yl)benzyl)-3-methoxy-4-(N-(4-methoxybenzyl)methylsulfonamido)cyclopentane-1-carboxylate FC=1C=NC(=NC1)C=1C=C(C[C@@]2(C[C@@H]([C@@H](C2)N(S(=O)(=O)C)CC2=CC=C(C=C2)OC)OC)C(=O)[O-])C=CC1